N1=C(C=CC=C1)C(=O)OCC([C@H](C[C@H]1C(NCCC1)=O)NC([C@@H](NC(=O)C=1NC2=CC=CC(=C2C1)OC)CC(C)C)=O)=O (3S)-3-{[N-(4-methoxy-1H-indole-2-carbonyl)-L-leucyl]amino}-2-oxo-4-[(3S)-2-oxopiperidin-3-yl]butyl pyridine-2-carboxylate